C(C1=CC=CC=C1)OC(=O)N1C(CC1)OS(=O)(=O)C(F)(F)F (trifluoromethylsulfonyloxy)azetidine-1-carboxylic acid benzyl ester